pyridinyl-bipyrimidinyl N1=C(C=CC=C1)C1=NC(=NC=C1)C1=NC=CC=N1